IC1=CC(=C(C(=O)OC)C=C1)N1CCC2(CC2)CC1 methyl 4-iodo-2-(6-azaspiro[2.5]octan-6-yl)benzoate